BrCC(C(C)(C)O)=O 1-bromo-3-hydroxy-3-methylbutan-2-one